CC1=C(C=NC=C1)C=1C=NC(=CC1)C[N+]1=NOC(=C1)[N-]C(NC=1C=NC=C(C1)C(F)(F)F)=O (3-((4'-methyl-[3,3'-bipyridin]-6-yl)methyl)-1,2,3-oxadiazol-3-ium-5-yl)((5-(trifluoromethyl)pyridin-3-yl)carbamoyl)amide